7H-indeno[2,1-c]quinoline-7-one C1=C2C3=C(C=NC2=CC=C1)C(C1=CC=CC=C13)=O